(S)-N-(1-(tert-butyl)-6-cyano-5-methyl-1H-benzo[d]imidazol-2-yl)-4,4,4-trifluoro-3-hydroxy-3-methylbutanamide C(C)(C)(C)N1C(=NC2=C1C=C(C(=C2)C)C#N)NC(C[C@](C(F)(F)F)(C)O)=O